OB1N(N=CC2=C1C=CC=C2)C(=O)C=2C=C(C=CC2)C (1-hydroxybenzo[d][1,2,3]diazaborinin-2(1H)-yl)(m-tolyl)methanone